2-amino-5-cyclopentylbenzamide NC1=C(C(=O)N)C=C(C=C1)C1CCCC1